N,N,N-triallylamine C(C=C)N(CC=C)CC=C